O=C(CCCCCCC(=O)O)OC(CC)CCCCCCCC 8-oxo-8-(undecan-3-yloxy)octanoic acid